diaminocitric acid-13C NC([13C](=O)O)(C(O)(C(=O)O)CC(=O)O)N